N[C@H](C)C=1C=C(C=C2C(N(C(=NC12)C1CCOCC1)C)=O)F (R)-8-(1-aminoethyl)-6-fluoro-3-methyl-2-(tetrahydro-2H-pyran-4-yl)quinazolin-4(3H)-one